C(C)N1N(C(=C(N1)C(=O)O)C)C1=CC(=CC(=C1)Cl)Cl.ClC=1C=C(C=C(C1)Cl)N1N=NC(=C1C)C(=O)OCC ethyl 1-(3,5-dichlorophenyl)-5-methyl-1H-1,2,3-triazole-4-carboxylate (ethyl 1-(3,5-dichlorophenyl)-5-methyl-1H-1,2,3-triazole-4-carboxylate)